methyl 7-(4-(2,6-bis(benzyloxy)pyridin-3-yl)phenyl)spiro[3.5]nonane-2-carboxylate C(C1=CC=CC=C1)OC1=NC(=CC=C1C1=CC=C(C=C1)C1CCC2(CC(C2)C(=O)OC)CC1)OCC1=CC=CC=C1